F[C@@H]1CN(CC1)C(=O)C1=CC=C(C=C1)NC1=NC=C(C(=N1)NCC=1C(=NC=CC1)N(S(=O)(=O)C)C)C(F)(F)F N-{3-[({2-[(4-{[(3S)-3-fluoropyrrolidin-1-yl]carbonyl}phenyl)amino]-5-(trifluoromethyl)pyrimidin-4-yl}amino)methyl]pyridin-2-yl}-N-methylmethane-sulfonamide